7-(1-(5-(2,2,2-trifluoro-1-methoxyethyl)pyridin-2-yl)-1H-pyrazol-4-yl)-3H-imidazo[4,5-b]pyridine FC(C(OC)C=1C=CC(=NC1)N1N=CC(=C1)C1=C2C(=NC=C1)NC=N2)(F)F